3,4-difluorobenzoic acid ethyl ester C(C)OC(C1=CC(=C(C=C1)F)F)=O